1-methoxy-4-(1-phenethoxyprop-1-en-2-yl)benzene COC1=CC=C(C=C1)C(=COCCC1=CC=CC=C1)C